COC(C[C@@]1(OB(OC(C1)=O)[C@H](CC(C)C)NC([C@H](CC1=CC=CC=C1)NC(=O)C1=NC=CN=C1)=O)C(=O)O)=O (R)-4-(2-methoxy-2-oxoethyl)-2-((R)-3-methyl-1-((S)-3-phenyl-2-(pyrazine-2-carboxamido)propanamido)butyl)-6-oxo-1,3,2-dioxaborinane-4-carboxylic acid